FC1C(C(C(C(C1F)F)F)F)F 1,2,3,4,5,6-hexafluorocyclohexane